1-(8-((2,6-dimethylbenzyl)amino)-2,3-dimethylimidazo[1,2-a]pyridin-6-yl)-3-isopropylurea hydrochloride Cl.CC1=C(CNC=2C=3N(C=C(C2)NC(=O)NC(C)C)C(=C(N3)C)C)C(=CC=C1)C